(S)-(6-hydroxy-2,5,7,8-tetramethylchroman-2-yl)(4-(2-hydroxyethyl)piperazin-1-yl)methanone OC=1C(=C2CC[C@@](OC2=C(C1C)C)(C)C(=O)N1CCN(CC1)CCO)C